meta-carboxyvinyl-styrene C(=O)(O)C=CC=1C=C(C=C)C=CC1